C1(CC1)CN=S(=O)(C=1C=C2C=NN(C2=CC1)COCC[Si](C)(C)C)C=1C=C(N(C1C)C)C(=O)OCC ethyl 4-[N-(cyclopropylmethyl)-S-[1-(2-trimethylsilylethoxymethyl)indazol-5-yl]sulfonimidoyl]-1,5-dimethyl-pyrrole-2-carboxylate